C(=O)O Syn-Formic acid